COC(=O)C1C(C2=CC=CC(=C2C1)Cl)O[Si](C)(C)C(C)(C)C 2-cis-1-[tert-butyl-(dimethyl)silyl]oxy-4-chloro-2,3-dihydro-1H-indene-2-carboxylic acid methyl ester